3-[6-[[1-[5-chloro-4-[(1,3-dimethyl-2-oxo-benzimidazol-5-yl)amino]pyrimidin-2-yl]-4-piperidyl]amino]-1-methyl-indazol-3-yl]piperidine-2,6-dione ClC=1C(=NC(=NC1)N1CCC(CC1)NC1=CC=C2C(=NN(C2=C1)C)C1C(NC(CC1)=O)=O)NC1=CC2=C(N(C(N2C)=O)C)C=C1